methyl (2E)-but-2-enedioate 6-(nitrooxy)hexanoate [N+](=O)([O-])OCCCCCC(=O)O.C(\C=C\C(=O)O)(=O)OC